Tert-butyl 3-[(1S,3R)-3-[[4-(oxetan-3-yloxy)-5-(trifluoromethyl)pyrimidin-2-yl]amino] cyclohexyl]-[1,2,4]triazolo[4,3-a]pyridine-7-carboxylate O1CC(C1)OC1=NC(=NC=C1C(F)(F)F)N[C@H]1C[C@H](CCC1)C1=NN=C2N1C=CC(=C2)C(=O)OC(C)(C)C